(2S,11aR)-8-methyl-2-((2-oxo-1,4-dihydro-2H-benzo[d][1,3]oxazin-7-yl)oxy)-6-(((R)-1,1,1-trifluoropropan-2-yl)oxy)-2,3,11,11a-tetrahydro-1H,5H-benzo[f]pyrrolo[2,1-c][1,4]Oxazepine-5-one CC1=CC2=C(C(N3[C@@H](CO2)C[C@@H](C3)OC=3C=CC2=C(NC(OC2)=O)C3)=O)C(=C1)O[C@@H](C(F)(F)F)C